FC1([C@H](C1)C1=NN2C(N(C([C@H](CC2)NC(=O)C2=CC3=C(C=N2)CO[C@@]3(C)CC)=O)C)=C1)F (S)-N-((S)-2-((R)-2,2-Difluorocyclopropyl)-4-methyl-5-oxo-5,6,7,8-tetrahydro-4H-pyrazolo[1,5-a][1,3]diazepin-6-yl)-1-ethyl-1-methyl-1,3-dihydrofuro[3,4-c]pyridin-6-carboxamid